FC(C=1C(=C(C=CC1)[C@@H](C)NC(=O)C1=CN(C(C=C1N[C@@H]1CCN(C2(CC2)C1)C)=O)C1(CC1)C(F)F)F)F N-((R)-1-(3-(difluoromethyl)-2-fluorophenyl)ethyl)-1-(1-(difluoromethyl)cyclopropyl)-4-(((R)-4-methyl-4-azaspiro[2.5]octan-7-yl)amino)-6-oxo-1,6-dihydropyridine-3-carboxamide